3-(1-methyl-4-(1H-pyrrolo[2,3-b]pyridin-4-yl)-1H-pyrazol-3-yl)isothiazole CN1N=C(C(=C1)C1=C2C(=NC=C1)NC=C2)C2=NSC=C2